2-chloro-4-(trifluoromethyl)benzenesulfonyl chloride ClC1=C(C=CC(=C1)C(F)(F)F)S(=O)(=O)Cl